C(CCCCCCCCCCCC)(=O)[O-].[Fr+] Francium tridecanoate